ClC1=CC=C(C=C1)C(=C(CN1CCN(CC1)C1=CC=C(C(=O)N)C=C1)C)CC(C)C 4-(4-(3-(4-chlorophenyl)-2,5-dimethylhex-2-en-1-yl)piperazin-1-yl)benzamide